tert-butyl 3-(methoxymethyl)-1-oxo-5-(trifluoromethyl)isoindoline-2-carboxylate COCC1N(C(C2=CC=C(C=C12)C(F)(F)F)=O)C(=O)OC(C)(C)C